3-(4-(2,3-dichlorophenyl)-5-mercapto-4H-1,2,4-triazol-3-yl)propan-1-ol ClC1=C(C=CC=C1Cl)N1C(=NN=C1S)CCCO